tert-butyl (8-((4'-(aminomethyl)-[1,1'-biphenyl]-3-yl)sulfonyl)-1-oxa-8-azaspiro[4.5]decan-3-yl)((S)-2-hydroxy-3-(3-(N-methylsulfamoyl)phenoxy)propyl)carbamate NCC1=CC=C(C=C1)C1=CC(=CC=C1)S(=O)(=O)N1CCC2(CC(CO2)N(C(OC(C)(C)C)=O)C[C@@H](COC2=CC(=CC=C2)S(NC)(=O)=O)O)CC1